(2S,4R)-2-((3-chloro-2-fluorophenylmethyl)carbamoyl)-4-methylpyrrolidine-1-carboxylic acid tert-butyl ester C(C)(C)(C)OC(=O)N1[C@@H](C[C@H](C1)C)C(NCC1=C(C(=CC=C1)Cl)F)=O